(2R,4S)-1-((2'-chloro-5-(trifluoromethyl)-[1,1'-biphenyl]-2-yl)sulfonyl)-N-((R,E)-5-(3,3-difluoroazetidin-1-yl)-5-oxopent-3-en-2-yl)-4-fluoro-2-methylpiperidine-4-carboxamide ClC1=C(C=CC=C1)C1=C(C=CC(=C1)C(F)(F)F)S(=O)(=O)N1[C@@H](C[C@@](CC1)(C(=O)N[C@H](C)\C=C\C(=O)N1CC(C1)(F)F)F)C